3-(dimethylaminomethyl)piperidine-4-ol CN(C)CC1CNCCC1O